(4-chlorophenyl)methyl (NE)-N-[(4-chlorophenyl)methoxycarbonylimino]carbamate ClC1=CC=C(C=C1)COC(=O)\N=N\C(OCC1=CC=C(C=C1)Cl)=O